C1=CC(=CC=C1C(=O)[O-])C(=O)[O-] The molecule is a phthalate that is the dianion obtained by the deprotonation of the carboxy groups of terephthalic acid. It is a conjugate base of a terephthalate(1-).